(4-naphthalen-2-yl-phenyl)-(4-phenanthrene-9-yl-phenyl)-[1,1':2',1'']terphenyl-4'-yl-amine C1=C(C=CC2=CC=CC=C12)C1=CC=C(C=C1)N(C=1C=C(C(=CC1)C1=CC=CC=C1)C1=CC=CC=C1)C1=CC=C(C=C1)C=1C2=CC=CC=C2C=2C=CC=CC2C1